2-(2-cyclopropylethyl)-1-[(1S)-1-(3,5-difluorophenyl)propyl]-6-hydroxy-5-{[4-(3-methylpyridin-4-yl)phenyl]methyl}-1,4-dihydropyrimidin-4-one C1(CC1)CCC=1N(C(=C(C(N1)=O)CC1=CC=C(C=C1)C1=C(C=NC=C1)C)O)[C@@H](CC)C1=CC(=CC(=C1)F)F